F[C@H](CNC(=O)C1=C(C=2N(N=C1)C=C(C2)C2=CC=C(C=C2)F)NC(C)C)C(C)(C)O (R)-N-(2-fluoro-3-hydroxy-3-methylbutyl)-6-(4-fluorophenyl)-4-(isopropylamino)pyrrolo[1,2-b]pyridazine-3-carboxamide